BrC=1C(=CC2=C(OCCC3=C2SC=C3)C1)C(=O)NC1=CC=C(C(=O)OC)C=C1 methyl 4-(8-bromo-4,5-dihydrobenzo[b]thieno[2,3-d]oxepine-9-carboxamido)benzoate